heptadecan-9-yl 8-((3-((4-(methylamino)-1,1-dioxido-1,2,5-thiadiazol-3-yl)amino)propyl)(8-oxo-8-(undecan-3-yloxy)octyl)amino)octanoate CNC=1C(=NS(N1)(=O)=O)NCCCN(CCCCCCCC(=O)OC(CCCCCCCC)CCCCCCCC)CCCCCCCC(OC(CC)CCCCCCCC)=O